7-bromo-1H-indazole-4-carboxylic acid BrC1=CC=C(C=2C=NNC12)C(=O)O